2-[2,4-bis(propan-2-yl)imidazo[1,2-a]1,8-naphthyridin-8-yl]-1,3,4-oxadiazole CC(C)C=1C=C(C=2C=CC=3N(C2N1)C=C(N3)C=3OC=NN3)C(C)C